(2S,4R)-1-tert-butoxycarbonyl-4-(spiro[2.5]oct-6-en-6-ylmethyl)pyrrolidine-2-carboxylic acid C(C)(C)(C)OC(=O)N1[C@@H](C[C@H](C1)CC=1CCC2(CC2)CC1)C(=O)O